BrC1=C(SC=C1C)CO (3-bromo-4-methylthiophen-2-yl)methanol